NCC1=NNC(C2=CC=C(C=C12)C=1C=NC=C(C1)OC1=CC(=CC=C1)OC)=O 4-(aminomethyl)-6-(5-(3-methoxyphenoxy)pyridin-3-yl)phthalazin-1(2H)-one